ClC1=CC=C(C=C1)C1=NC(=NC(=C1)N1CCN(CC1)S(=O)(=O)C(F)F)C=1C=NC=CC1 (4-chlorophenyl)-6-(4-((difluoromethyl)sulfonyl)piperazin-1-yl)-2-(pyridin-3-yl)pyrimidine